C(C)(C)(C)OC(=O)N1CC(C1)OC1=C(C(=C(C(=C1F)F)F)F)F 3-(2,3,4,5,6-pentafluorophenoxy)azetidine-1-carboxylic acid tert-butyl ester